α-hydroxypalmitoylsphingosine OC(C(=O)C(O)[C@H](N)[C@H](O)\C=C\CCCCCCCCCCCCC)CCCCCCCCCCCCCC